N-(4-(cis-bicyclo[3.1.0]hexan-3-yloxy)-3-hydroxy-5-methylphenyl)-2-(3-methoxy-3-methylazetidin-1-yl)-5-(2,2,2-trifluoroethyl)oxazole-4-carboxamide C12CC(CC2C1)OC1=C(C=C(C=C1C)NC(=O)C=1N=C(OC1CC(F)(F)F)N1CC(C1)(C)OC)O